2-((2-amino-7-(1H-pyrazol-5-yl)quinolin-4-yl)amino)propane-1,3-diol NC1=NC2=CC(=CC=C2C(=C1)NC(CO)CO)C1=CC=NN1